NC1=C(C(=NC=N1)N1CC(CCC1)C=1C=C(C=CC1)NC(=O)NC1=CC=CC=C1)C 1-(3-(1-(6-amino-5-methylpyrimidin-4-yl)piperidin-3-yl)phenyl)-3-phenylurea